2-(2-(benzylthio)-5-methyl-1H-pyrrol-1-yl)quinoline C(C1=CC=CC=C1)SC=1N(C(=CC1)C)C1=NC2=CC=CC=C2C=C1